4-isobutyl-3,4-dihydroquinoxaline C(C(C)C)N1CC=NC2=CC=CC=C12